3,4,6-Tri-O-acetyl-2-O-trifluoromethanesulfonyl-β-D-mannopyranosyl azide C(C)(=O)O[C@@H]1[C@@H]([C@@H](O[C@@H]([C@H]1OC(C)=O)COC(C)=O)N=[N+]=[N-])OS(=O)(=O)C(F)(F)F